Cl.C1NCC2=C(C=CC=C12)N[C@@H]1CC(N(C1)C)=O (R)-4-(isoindolin-4-ylamino)-1-methylpyrrolidin-2-one hydrochloride